O[C@@H](C=O)[C@H]([C@H]([C@@H](CO)O)O)O (2R,3S,4S,5R)-2,3,4,5,6-pentahydroxyhexanal